4-fluoro-3-((methylsulfonyl)methyl)aniline FC1=C(C=C(N)C=C1)CS(=O)(=O)C